C1(=CC(=CC=C1)C(=O)C1=CC(=CC=C1)N)C(=O)C1=CC(=CC=C1)N 1,3-Phenylenebis[(3-aminophenyl)methanone]